pyrene-1-carboxamide C1(=CC=C2C=CC3=CC=CC4=CC=C1C2=C34)C(=O)N